4-((R)-2-azidobut-2-yl)-6-chloro-1-(((R)-4-(ethylsulfonyl)butan-2-yl)oxy)-2,7-naphthyridine N(=[N+]=[N-])[C@](C)(CC)C1=CN=C(C2=CN=C(C=C12)Cl)O[C@H](C)CCS(=O)(=O)CC